O=C[C@@H](O)[C@@H](O)[C@H](O)[C@H](O)C 6-deoxy-D-mannose